4-(3-methylmorpholino)-7-(oxetan-3-yl)-5,6,7,8-tetrahydropyrido[3,4-d]pyrimidin CC1COCCN1C=1C2=C(N=CN1)CN(CC2)C2COC2